1-((S)-2-azido-3-methylbutanoyl)-4-hydroxypyrrolidine-2-carboxamide N(=[N+]=[N-])[C@H](C(=O)N1C(CC(C1)O)C(=O)N)C(C)C